trimethyl-N-pyrrolidinium bromide [Br-].CC1[N+](CCC1)(C)C